(((2R)-1-acetyl-4-(3-(cyclopropylmethoxy)-4-(difluoromethoxy) phenyl) pyrrolidine-2-carboxamido) methyl) nicotinate C(C1=CN=CC=C1)(=O)OCNC(=O)[C@@H]1N(CC(C1)C1=CC(=C(C=C1)OC(F)F)OCC1CC1)C(C)=O